1-(3-(2,2-difluoroethoxy)-1H-pyrazol-1-yl)ethan-1-one FC(COC1=NN(C=C1)C(C)=O)F